3,5-dibromo-1-(2,2-difluoro-1,3-benzodioxol-5-yl)pyrazole methyl-(S)-2-((tert-butoxycarbonyl)amino)-5-oxo-7-(trimethylsilyl)hept-6-ynoate COC([C@H](CCC(C#C[Si](C)(C)C)=O)NC(=O)OC(C)(C)C)=O.BrC1=NN(C(=C1)Br)C1=CC2=C(OC(O2)(F)F)C=C1